(3S)-3-methyl-4-[(4-methyloxan-4-yl)carbonyl]-3,5-dihydro-2H-1,4-benzoxazepine-8-carbonitrile C[C@H]1COC2=C(CN1C(=O)C1(CCOCC1)C)C=CC(=C2)C#N